[C].[N].[S].[Ni] nickel sulfur nitrogen carbon